C(#N)C1=CC(=C(C=N1)OC1=CC(=C2C(=N1)N(C=N2)C)NC2=CC=C(N=N2)N2CC(OCC2)C#N)C 4-[6-[[5-(6-cyano-4-methylpyridin-3-yl)oxy-3-methylimidazo[4,5-b]pyridin-7-yl]amino]pyridazin-3-yl]morpholine-2-carbonitrile